7-(4-((S)-morpholin-3-yl)phenyl)-3,7-dihydro-4H-pyrrolo[2,3-d]pyrimidin-4-one N1[C@H](COCC1)C1=CC=C(C=C1)N1C=CC2=C1N=CNC2=O